NC1=NC=CC(=C1)C 2-amino-4-picoline